S-ethyl dipropylthiocarbamate C(CC)N(C(SCC)=O)CCC